BrC(C(=O)NC1=NC=C(C=C1)C=1C=C(C=CC1)C)C 2-bromo-N-(5-(m-tolyl)pyridin-2-yl)propanamide